BrC=1C(=C(CC2N(CC3(CC3)C2=N[S@](=O)C(C)(C)C)C(=O)[O-])C=C(C1)F)F 6-(3-bromo-2,5-difluorobenzyl)-7-(((R)-tert-butylsulfinyl) imino)-5-azaspiro[2.4]heptane-5-carboxylate